N,N'-[(2S,3R,4R)-1,2-Dihydroxyoctadecane-3,4-diyl]diacetamide OC[C@H]([C@@H]([C@@H](CCCCCCCCCCCCCC)NC(C)=O)NC(C)=O)O